(S)-2-(2-chloroacetamido)-2-(5-(3,5-dimethylisoxazol-4-yl)-1-((trans)-4-methoxycyclohexyl)-1H-benzo[d]imidazol-2-yl)-2-ethyl chloroacetate ClCC(=O)O[C@@](C)(C1=NC2=C(N1[C@@H]1CC[C@H](CC1)OC)C=CC(=C2)C=2C(=NOC2C)C)NC(CCl)=O